1-isopropyl-2-oxo-1,2-dihydropyrrolo[1,2-b]pyridazine-3-carboxylic acid C(C)(C)N1N2C(C=C(C1=O)C(=O)O)=CC=C2